SC1=CC(=C(C(=C1)C(C)(C)C)O)C(C)C 4-mercapto-2-isopropyl-6-tert-butylphenol